(R)-2-(p-chlorophenyl)-2-(dimethylamino)-1-(4-{m-[6-(hydroxymethyl)-3-pyridyl]phenyl}-1-piperidyl)-1-ethanone ClC1=CC=C(C=C1)[C@H](C(=O)N1CCC(CC1)C1=CC(=CC=C1)C=1C=NC(=CC1)CO)N(C)C